CS(=O)(=O)O.CC(C(=O)O)(C)C 2,2-dimethylPropionic acid mesilate